ClC1=C(C=CC=C1Cl)C1=NC=CC=C1NC=C(C(=O)OCC)C(=O)OCC Diethyl ({[2-(2,3-dichlorophenyl)pyridin-3-yl]amino}methylene)malonate